1-(2-(3-methoxyazetidin-1-yl)benzo[d]oxazol-6-yl)-4-oxo-6-(4-(pyrrolidin-1-yl)phenyl)-1,4-dihydropyridine-3-carboxylic acid COC1CN(C1)C=1OC2=C(N1)C=CC(=C2)N2C=C(C(C=C2C2=CC=C(C=C2)N2CCCC2)=O)C(=O)O